phenyl-2,4,6-trimethyl-benzoylphosphonate lithium [Li+].C1(=CC=CC=C1)C=1C(=C(C(=O)P([O-])([O-])=O)C(=CC1C)C)C.[Li+]